O[B-]1([C@H]2C[C@H]2C2=CC=C(C(=C2O1)C(=O)O)OC1CN(C1)C([C@H]1NC[C@H](C1)O)=O)O (2R,4S)-5,5-dihydroxy-9-{1-[(4S)-4-hydroxy-L-prolyl]azetidin-3-yl}oxy-6-oxa-5-boranuidatricyclo[5.4.0.02,4]undeca-1(11),7,9-triene-8-carboxylic acid